1,N3-di(1H-tetrazol-5-yl)benzene-1,3-diamine N1N=NN=C1C1(CC(=CC=C1)NC1=NN=NN1)N